FC1(OC2=C(O1)C=CC(=C2)[C@H](C)O)F (S)-1-(2,2-difluorobenzo[d][1,3]dioxol-5-yl)ethan-1-ol